ClC=1C(=NC(=NC1)NC=1C(=CC(=C(C1)NC(C1=C(C=CC=C1)OC)=O)N1CCC(CC1)N1CCN(CC1)C)OC)NC1=C(C=CC=C1)P(=O)(C)C N-(5-((5-chloro-4-((2-(dimethylphosphoryl)phenyl)amino)pyrimidin-2-yl)amino)-4-methoxy-2-(4-(4-methylpiperazin-1-yl)piperidin-1-yl)phenyl)-2-methoxybenzamide